NC1=NC=CC(=C1)C[C@@H]1[C@H](N(C1=O)C(=O)N[C@H](CC)C1=C(C(=C(C=C1)C)F)C)C(=O)N(C)C=1N(C=CN1)C (2S,3R)-3-((2-aminopyridin-4-yl)methyl)-N2-(1-methyl-1H-imidazol-2-yl)-N1-((R)-1-(2,4-dimethyl-3-fluorophenyl)propyl)-N2-methyl-4-oxoazetidine-1,2-dicarboxamide